(S)-2-amino-3-(3-(dimethylcarbamoyl)phenyl)propanoic acid N[C@H](C(=O)O)CC1=CC(=CC=C1)C(N(C)C)=O